7,8,9-trifluoro-1h,2h,3h,4h,6h,7h,12bh-indolo[2,3-a]quinolizin-4-one FC1C2=C(C3CCCC(N3C1)=O)NC1=CC=C(C(=C12)F)F